C(C)(=O)C1=NN(C2=CC=C(C(=C12)F)C=1C=NC(=NC1)C)CC(=O)N1[C@@H]2C[C@@]2(C[C@H]1C(=O)NC1=NC(=CC=C1C)Br)CN(C)C (1R,3S,5R)-2-(2-(3-acetyl-4-fluoro-5-(2-methylpyrimidin-5-yl)-1H-indazol-1-yl)acetyl)-N-(6-bromo-3-methylpyridin-2-yl)-5-((dimethylamino)methyl)-2-azabicyclo[3.1.0]hexane-3-carboxamide